C(CCC)SC(SC(C(=O)O)C)OS(=O)(=O)O 2-[[(butylthio)sulfoxymethyl]thio]propionic acid